1,1'-((4,6-dihydroxy-1,3-phenylene)bis(propane-1,1-diyl))bis(pyrrolidin-2-one) OC1=C(C=C(C(=C1)O)C(CC)N1C(CCC1)=O)C(CC)N1C(CCC1)=O